2,2',5,5'-tetrakis(trifluoromethyl)benzidine FC(C1=C(C=C(C(=C1)N)C(F)(F)F)C1=C(C=C(N)C(=C1)C(F)(F)F)C(F)(F)F)(F)F